ClC1=CC(=C(C(=O)O)C=C1Cl)F 4,5-Dichloro-2-fluorobenzoic acid